C(C)(=O)O[SiH3] acetooxysilane